(S)-1-(2,5-difluorophenyl)ethan-1-amine hydrochloride Cl.FC1=C(C=C(C=C1)F)[C@H](C)N